C(CCCCCCCCC(=O)OC1CC(N(C(C1)(C)C)OC1CCCCC1)(C)C)(=O)OC1CC(N(C(C1)(C)C)OC1CCCCC1)(C)C bis(1-cyclohexyl oxy-2,2,6,6-tetramethylpiperidin-4-yl) sebacate